tris(1-phenylisoquinoline) iridium(III) [Ir+3].C1(=CC=CC=C1)C1=NC=CC2=CC=CC=C12.C1(=CC=CC=C1)C1=NC=CC2=CC=CC=C12.C1(=CC=CC=C1)C1=NC=CC2=CC=CC=C12